4-amino-2-oxo-1,2-dihydro-pyrimidine NC1=NC(NC=C1)=O